(Z)-1-(hydroxyimino)-7-methoxy-1,3-dihydrospiro[indene-2,4'-piperidine]-1'-carboxylic acid tert-butyl ester C(C)(C)(C)OC(=O)N1CCC2(CC1)/C(/C1=C(C=CC=C1C2)OC)=N/O